C1(CCCCC1)C1=CC=C(C=C1)C=1NC=2N(C(C1)=O)N=C(C2C(=O)N2CC(C2)CF)C2=NC=CN=C2OC 5-(4-Cyclohexylphenyl)-3-(3-(fluoromethyl)azetidine-1-carbonyl)-2-(3-methoxypyrazin-2-yl)pyrazolo[1,5-a]pyrimidin-7(4H)-one